2-chloro-5-{[(cyclopropylcarbonyl)amino]methyl}-N-[1-(pyridin-4-yl)-1H-indazol-4-yl]benzamide hydrochloride Cl.ClC1=C(C(=O)NC2=C3C=NN(C3=CC=C2)C2=CC=NC=C2)C=C(C=C1)CNC(=O)C1CC1